(4-fluorophenethyl)-6-hydroxy-2,3-dimethoxyphenanthrene-9-carboxamide FC1=CC=C(CCC2=C(C(=CC=3C4=CC(=CC=C4C(=CC23)C(=O)N)O)OC)OC)C=C1